CC1=CC2=C(N=C(S2)NC(=O)C2C(C3CCC2C3)C(=O)O)C=C1 3-[(6-methyl-1,3-benzothiazol-2-yl)carbamoyl]norbornane-2-carboxylic acid